8-amino-9-(3-methoxy-2,4,6-trimethylphenyl)-5-methyl-9H-pyrrolo[2,3-c][1,2,4]triazolo[1,5-a]pyridine-7-carbonitrile NC1=C(C2=C(C=3N(C(=C2)C)N=CN3)N1C1=C(C(=C(C=C1C)C)OC)C)C#N